(1s,3r)-3-allyl-2,2-difluoro-1-methylcyclopropane-1-carboxylic acid C(C=C)[C@H]1C([C@@]1(C(=O)O)C)(F)F